(R)-2-((3,5-dicyano-4-ethyl-6-((S)-3-hydroxypyrrolidin-1-yl)pyridin-2-yl)thio)-2-(2,4-difluorophenyl)acetamide C(#N)C=1C(=NC(=C(C1CC)C#N)N1C[C@H](CC1)O)S[C@@H](C(=O)N)C1=C(C=C(C=C1)F)F